6-{1-[2-(dimethylamino)ethyl]pyrazol-4-yl}pyrido[2,3-d]pyrimidin-7-one CN(CCN1N=CC(=C1)C1C=C2C(N=CN=C2)=NC1=O)C